BrC1=CC=C(C=C1)C=1N=C2N(C=CC=C2)C1CN1CC2CCC(C1)N2C(=O)C2=C(C=CC=C2)F (3-{[2-(4-Bromophenyl)imidazo[1,2-a]pyridin-3-yl]methyl}-3,8-diazabicyclo[3.2.1]oct-8-yl)-(2-fluorophenyl)methanone